OC=1C=C(C(=O)OC=2C=C(C(=O)OC=3C=C(C(=O)OC=4C=C(C(=O)OC5CCCCC5)C=C(C4O)O)C=C(C3O)O)C=C(C2O)O)C=C(C1O)OC(C1=CC(=C(C(=C1)O)O)O)=O Cyclohexyl 3-((3-((3-((3,4-dihydroxy-5-((3,4,5-trihydroxybenzoyl) oxy) benzoyl) oxy)-4,5-dihydroxybenzoyl) oxy)-4,5-dihydroxybenzoyl) oxy)-4,5-dihydroxybenzoate